tert-butyl (2-(3-chlorophenyl)-2-hydroxyethyl)carbamate ClC=1C=C(C=CC1)C(CNC(OC(C)(C)C)=O)O